2-(2-(2,2-difluoroethyl)-3,5-difluorophenyl)-1,3-dioxolane FC(CC1=C(C=C(C=C1F)F)C1OCCO1)F